[Si](C)(C)(C(C)(C)C)OC[C@@H](N)C1=CC=CC=C1 (S)-2-((tert-butyldimethylsilyl)oxy)-1-phenylethanamine